1,3-dibromo-butan-2-one BrCC(C(C)Br)=O